dichloro(o-tolylmethyl)silane Cl[SiH](CC1=C(C=CC=C1)C)Cl